5-methyl-6-(3-methyl-7,8-dihydro-1,6-naphthyridin-6(5H)-yl)-N-(pyridin-4-yl)nicotinamide CC=1C(=NC=C(C(=O)NC2=CC=NC=C2)C1)N1CC=2C=C(C=NC2CC1)C